2-((4-methyl-5-(4-methylbenzyl)thiazol-2-yl)amino)-2-oxoethyl benzyl(methyl)sulfamate C(C1=CC=CC=C1)N(S(OCC(=O)NC=1SC(=C(N1)C)CC1=CC=C(C=C1)C)(=O)=O)C